1-hexyl-3-methylimidazolium hexafluoroantimonate F[Sb-](F)(F)(F)(F)F.C(CCCCC)N1C=[N+](C=C1)C